4-(2-Aminoethyl)benzene-1-sulfonyl fluoride NCCC1=CC=C(C=C1)S(=O)(=O)F